2-hydroxy-4-oxobutanoate OC(C(=O)[O-])CC=O